CN1C(=C2OCC3C(NS(C2=C1)(=O)=O)CN(C3)C(=O)C=3C=NN(C3)C)C(=O)NC3=CC(=C(C(=C3)F)F)F 7-Methyl-2-(1-methyl-1H-pyrazol-4-carbonyl)-N-(3,4,5-trifluorophenyl)-2,3,3a,4,10,10a-hexahydro-1H,7H-dipyrrolo[3,4-b:3',4'-f][1,4,5]oxathiazocin-8-carboxamid-5,5-dioxid